ClC=1C=CC2=C(SCC(N2CC(=O)NN)=O)C1 2-(7-chloro-3-oxo-2H-benzo[b][1,4]thiazin-4(3H)-yl)acetohydrazide